3-(t-butyl) 2-methyl (1R,5S)-2-(2-(chloromethyl)allyl)-3-azabicyclo[3.1.0]hexane-2,3-dicarboxylate ClCC(CC1([C@@H]2C[C@@H]2CN1C(=O)OC(C)(C)C)C(=O)OC)=C